O=C1NC(CCC1N1C(C2=CC=C(C=C2C1=O)CN1CCC(CC1)C1=CC=CC2=C(C=CC=C12)F)=O)=O 2-(2,6-dioxopiperidin-3-yl)-5-((4-(5-fluoronaphthalen-1-yl)piperidin-1-yl)methyl)isoindoline-1,3-dione